(R)-3-Propionylaminopyrrolidine-1-carboxylic acid tert-butyl ester C(C)(C)(C)OC(=O)N1C[C@@H](CC1)NC(CC)=O